N-heptylbutane-1,4-diamine C(CCCCCC)NCCCCN